C1(CCCCC1)C(C(=O)NC1CCCCC1)N1C(=NC2=C1C=CC=C2)C2=C(C=CC=C2)OC(C(F)F)(F)F 2,N-dicyclohexyl-2-{2-[2-(1,1,2,2-tetrafluoro-ethoxy)-phenyl]-benzimidazol-1-yl}-acetamide